(5-(trifluoromethyl)quinolin-7-yl)acetamide FC(C1=C2C=CC=NC2=CC(=C1)CC(=O)N)(F)F